1-(4-Nonylphenyl)-1,4,7,10,13,16,19,22,25-nonaoxaheptacosan-27-ol C(CCCCCCCC)C1=CC=C(C=C1)OCCOCCOCCOCCOCCOCCOCCOCCOCCO